γ-butyrolactone-D4 [2H]C1(CC(=O)OC1([2H])[2H])[2H]